5,6-dihydro-2H-1,4-oxazin-3-amine O1CC(=NCC1)N